BrC1=C(C(=C2C(=NC(N(C2=C1)CC1CC1)=O)O)OCOC(=O)N1CCNCC1)Cl (((7-bromo-6-chloro-1-cyclopropylmethyl-4-hydroxy-2-oxo-1,2-dihydro quinazolin-5-yl)oxy)methyl)piperazin-1-carboxylate